(2-(1H-imidazol-1-yl)ethyl)-N-((S)-1,1-dicyclopropyl-3-((2-fluoro-4-((S)-1-oxo-1-((2,2,2-trifluoroethyl)amino)propan-2-yl)phenyl)amino)-3-oxopropan-2-yl)-1H-pyrazole-5-carboxamide N1(C=NC=C1)CCN1N=CC=C1C(=O)N[C@@H](C(C1CC1)C1CC1)C(=O)NC1=C(C=C(C=C1)[C@@H](C(NCC(F)(F)F)=O)C)F